(1-((dimethylamino)-methyl)-4-hydroxy-7-phenoxyisoquinoline-3-carbonyl)glycine CN(C)CC1=NC(=C(C2=CC=C(C=C12)OC1=CC=CC=C1)O)C(=O)NCC(=O)O